Quinuclidin-3-yl (2-(3-(6-ethoxypyridazin-3-yl)phenyl)propan-2-yl)carbamate C(C)OC1=CC=C(N=N1)C=1C=C(C=CC1)C(C)(C)NC(OC1CN2CCC1CC2)=O